2-(6-fluoropyridin-2-yl)-2-(4-(trifluoromethyl)pyridin-2-yl)acetamide FC1=CC=CC(=N1)C(C(=O)N)C1=NC=CC(=C1)C(F)(F)F